1-(4-(3-((4-amino-7-(2-hydroxyethyl)-5-(4-phenoxyphenyl)-7H-pyrrolo[2,3-d]pyrimidin-6-yl)ethynyl)azetidin-1-yl)piperidin-1-yl)prop-2-en-1-one NC=1C2=C(N=CN1)N(C(=C2C2=CC=C(C=C2)OC2=CC=CC=C2)C#CC2CN(C2)C2CCN(CC2)C(C=C)=O)CCO